NC1=NC2=C(C=3N1N=C(N3)C=3OC=CC3)C=NN2[C@](C(=O)N[C@H]2[C@H](CCCC2)O)(C)C2=CC=CC=C2 (R)-2-(5-amino-2-(furan-2-yl)-7H-pyrazolo[4,3-e][1,2,4]triazolo[1,5-c]pyrimidin-7-yl)-N-((1R,2S)-2-hydroxycyclohexyl)-2-phenylpropanamide